Anthryl-alanine C1(=CC=CC2=CC3=CC=CC=C3C=C12)N[C@@H](C)C(=O)O